CC1=C(N=C(S1)C12CC(C1)C2)C(F)(F)F 3-(5-methyl-4-(trifluoromethyl)thiazol-2-yl)bicyclo[1.1.1]Pentane